3-(m-tolyl)azetidine hydrochloride Cl.C1(=CC(=CC=C1)C1CNC1)C